4-(trifluoromethyl)-1,3-benzoxathiane-7-formic acid FC(C1SCOC2=C1C=CC(=C2)C(=O)O)(F)F